FC=1C=C(C=CC1)C1=C(C(=O)N)C=CC=C1NC1=CC=C(C=C1)C=1C=NC=CC1 (3-fluorophenyl)-3-((4-(pyridin-3-yl)phenyl)amino)benzamide